2,6-diazaspiro[3.3]Heptane-2-carbonitrile C1N(CC12CNC2)C#N